N,N-dimethyldiallyl-ammonium chloride [Cl-].C[N+](C)(CC=C)CC=C